N1(CCCC1)C1=CC(=NC=C1)NC1=NC(=NS1)C1=NC=CC(=C1)C(F)(F)F N-(4-(pyrrolidin-1-yl)pyridin-2-yl)-3-(4-(trifluoromethyl)pyridin-2-yl)-1,2,4-thiadiazol-5-amine